OC1=CC2=CC=CC=C2C=C1O 2,3-Dihydroxynaphthalin